(terphenylyl)amine C1(=C(C=CC=C1)N)C=1C(=CC=CC1)C1=CC=CC=C1